BrC1=CC=C(C=C1)/C=C/C(=O)OC1=CC=C(C=C1)C1SCCCS1 (E)-4-(1,3-dithian-2-yl)phenyl 3-(4-bromophenyl)acrylate